OC1=C(C(=O)C2=CC=C(C=C2)OCC)C=CC(=C1)OC(C)C 2-hydroxy-4-isopropoxy-4'-ethoxybenzophenone